ClC1=CC=C(C=C1)C=1SC2=C(N1)CN(C2=O)C2=CC=C(C=C2)Cl 2,5-bis(4-chlorophenyl)-4,5-dihydro-6H-pyrrolo[3,4-d]thiazol-6-one